C(C)(=O)C1=C(C2=C(N=C(N=C2)NC2=CC(=C(C=C2)N2CCNCC2)OC)N(C1=O)C1CCCC1)C 6-acetyl-8-cyclopentyl-2-((3-methoxy-4-(piperazin-1-yl)phenyl)-amino)-5-methylpyrido[2,3-d]pyrimidin-7(8H)-one